4-((2S,4S)-4-(3-Fluoroazetidin-1-yl)-1-((5-methoxy-7-methyl-1H-indol-4-yl)methyl)piperidin-2-yl)benzoic acid FC1CN(C1)[C@@H]1C[C@H](N(CC1)CC1=C2C=CNC2=C(C=C1OC)C)C1=CC=C(C(=O)O)C=C1